ClC=1C=CC2=C(OCCN2C(=O)[C@H]2NC([C@@H]3[C@H]2OC(O3)(C)C)=O)C1Cl (3aS,6S,6aS)-6-(7,8-dichloro-3,4-dihydro-2H-benzo[b][1,4]oxazine-4-carbonyl)-2,2-dimethyltetrahydro-4H-[1,3]dioxolo[4,5-c]pyrrol-4-one